2-para-hydroxybenzoyl-1-carboxyl-ethanesulfonic acid sodium salt [Na+].OC1=CC=C(C(=O)CC(S(=O)(=O)[O-])C(=O)[O-])C=C1.[Na+]